COC1=CC=C(CNC(=O)NC2CC3(C2)CC(C3)C(=O)N3CCN(CC3)CC3=NC=CC=C3)C=C1 1-(4-methoxybenzyl)-3-(6-(4-(pyridin-2-ylmethyl)piperazine-1-carbonyl)spiro[3.3]hept-2-yl)urea